Methyl N-(((4-nitrobenzyl)oxy)carbonyl)-O-((1-((2-nitrophenyl)sulfonyl)piperidin-2-yl)methyl)-D-serinate [N+](=O)([O-])C1=CC=C(COC(=O)N[C@H](COCC2N(CCCC2)S(=O)(=O)C2=C(C=CC=C2)[N+](=O)[O-])C(=O)OC)C=C1